N6-(D-2-isopentenyl)adenine C(C=C(C)C)NC1=C2NC=NC2=NC=N1